2-(quinolin-8-ylmethyl)imidazo[1,2-c]quinazolin-5-amine N1=CC=CC2=CC=CC(=C12)CC=1N=C2N(C(=NC=3C=CC=CC23)N)C1